(o-phenoxyphenyl)ethyl acrylate C(C=C)(=O)OCCC1=C(C=CC=C1)OC1=CC=CC=C1